tert-Butyl 4-(5-amino-(pyridin-2-yl)-1H-pyrazol-3-yl)piperidine-1-carboxylate NC1=CC(=NN1C1=NC=CC=C1)C1CCN(CC1)C(=O)OC(C)(C)C